N2-(3-(5-isopropoxypyridin-2-yl)-1,2,4-thiadiazol-5-yl)-N3-methyl-pyridine-2,3-diamine C(C)(C)OC=1C=CC(=NC1)C1=NSC(=N1)NC1=NC=CC=C1NC